CC(C(=O)[O-])(C)N1C(NC2=C(C1=O)C(=C(S2)C=2OC=CN2)C)=O.C(C)(C)(C)[Si+](C2=CC=CC=C2)C2=CC=CC=C2 tert-butyl-(diphenyl)silicon 2-methyl-2-(5-methyl-6-oxazol-2-yl-2,4-dioxo-1H-thieno[2,3-d]pyrimidin-3-yl)propionate